C1(CCCC1)C1=NOC2=C1N=C(NC2=O)C2=CC=CC=C2 3-cyclopentyl-5-phenylisoxazolo[4,5-d]pyrimidine-7(6H)-one